ClC1=NC=C(C(=C1)C1=C(C=NC(=C1)C)C(=O)NC=1SC(=NN1)C1=NOC=C1)OC 2'-chloro-N-(5-(isoxazol-3-yl)-1,3,4-thiadiazol-2-yl)-5'-methoxy-6-methyl-(4,4'-bipyridine)-3-carboxamide